(Z)-4-(1-(4-amino-2-fluorobut-2-en-1-yl)-2-(trifluoromethyl)-1H-benzo[d]imidazole-4-yl)-N-cyclopropylbenzenesulfonamide hydrochloride Cl.NC\C=C(\CN1C(=NC2=C1C=CC=C2C2=CC=C(C=C2)S(=O)(=O)NC2CC2)C(F)(F)F)/F